NC1(O)[C@H](N)[C@@H](O)[C@H](O)[C@H](O1)CO 1-aminoglucosamine